O(C1=CC=CC=C1)CCC[Si](Cl)(Cl)Cl 3-Phenoxypropyltrichlorosilane